ClC=1C(=CC=C2C=CC=C(C12)C1=CC=C2C(=NC(=NC2=C1)OC[C@H]1N(CCC1)C)N1C[C@@H](N(CC1)C(C(=C)F)=O)CC#N)F 2-((S)-4-(7-(8-chloro-7-fluoronaphthalen-1-yl)-2-(((S)-1-methylpyrrolidin-2-yl)methoxy)quinazolin-4-yl)-1-(2-fluoroacryloyl)piperazin-2-yl)acetonitrile